2-[5-(dibenzylamino)-3-fluoro-6-methoxy-2-pyridyl]acetaldehyde C(C1=CC=CC=C1)N(C=1C=C(C(=NC1OC)CC=O)F)CC1=CC=CC=C1